ClC=1C=C(OCC(=O)O)C=C(C1CC1=CC(=C(C=C1)O)C(C)C)C(=C)C 2-(3-chloro-4-(4-hydroxy-3-isopropylbenzyl)-5-(prop-1-en-2-yl)phenoxy)acetic acid